C1(=CC=CC=C1)C=1N=C2N(C(N1)=O)C=C(C=C2)N2C1=CC=CC=C1C=1C=C(C=CC21)C=2C=CC=1N(C3=CC=CC=C3C1C2)C2=CC=CC=C2 2-Phenyl-7-[3-(9-phenylcarbazol-3-yl)carbazol-9-yl]pyrido[1,2-a][1,3,5]triazin-4-on